4-benzyloxy-3-bromopyridine C(C1=CC=CC=C1)OC1=C(C=NC=C1)Br